C(C)N(C(OCC)=O)CC ethyl N,N-diethylcarbamate